(E)-7-(3-(3-bromobenzylidene)-2,5-dioxopyrrolidinyl)-N-hydroxyheptylamide BrC=1C=C(\C=C/2\C(N(C(C2)=O)C(CCCCCC[NH-])O)=O)C=CC1